CN(C)C1=NC=CC=C1 (dimethylamino)-pyridine